O-benzyl-N-(tert-butoxycarbonyl)serine tert-butyl-4-ethyl-2-oxo-piperidine-1-carboxylate C(C)(C)(C)C1C(N(CCC1CC)C(=O)O)=O.C(C1=CC=CC=C1)OC[C@H](NC(=O)OC(C)(C)C)C(=O)O